C1(=CC=CC=C1)P([O-])=O.[Ca+2].C1(=CC=CC=C1)P([O-])=O calcium phenylphosphinate